Methyl 5-(8-(1,3-dimethyl-7-morpholino-2-oxo-1,2-dihydro-1,6-naphthyridin-5-yl)isoquinolin-3-yl)picolinate CN1C(C(=CC2=C(N=C(C=C12)N1CCOCC1)C=1C=CC=C2C=C(N=CC12)C=1C=CC(=NC1)C(=O)OC)C)=O